FC1=C2C(=CN=C1)C(OC(=C2)C2CN(CC2)C(=O)OC(C)(C)C)=O tert-butyl 3-(5-fluoro-1-oxo-1H-pyrano[3,4-c]pyridin-3-yl)pyrrolidine-1-carboxylate